OC(CCCCCCCCCCCC(=O)O)CC=CCC=CCCCC 13-Hydroxy-tricosa-15,18-dienoic acid